OC=1C=C(C(C(=O)OC)=CC1)C(=O)OC dimethyl 4-hydroxyphthalate